2-Amino-5-bromo-6-fluoro-3-nitrobenzoic acid NC1=C(C(=O)O)C(=C(C=C1[N+](=O)[O-])Br)F